N-((2S,3R)-2,5-diamino-3-hydroxypentyl)-3-(4-fluorophenyl)-1H-indole-2-carboxamide hydrogen chloride salt Cl.N[C@@H](CNC(=O)C=1NC2=CC=CC=C2C1C1=CC=C(C=C1)F)[C@@H](CCN)O